acryloxyethyl-2,2,4-trimethylhexamethylenedicarbamate C(C=C)(=O)OCCOC(NCC(CC(CCNC([O-])=O)C)(C)C)=O